(R)-1-(4-((4-Amino-5-(3-(2,2-difluoroethyl)-2-methyl-3H-imidazo[4,5-b]pyridin-5-yl)pyrrolo[2,1-f][1,2,4]triazin-2-yl)amino)-3,3-difluoropiperidin-1-yl)ethan-1-one NC1=NC(=NN2C1=C(C=C2)C2=CC=C1C(=N2)N(C(=N1)C)CC(F)F)N[C@H]1C(CN(CC1)C(C)=O)(F)F